5-(1,3,4-oxadiazol-2-yl)phenol O1C(=NN=C1)C=1C=CC=C(C1)O